N[C@@H](C)C=1OC2=C(C1Cl)C=C(C=C2C(=O)OC)Cl Methyl (S)-2-(1-aminoethyl)-3,5-dichlorobenzofuran-7-carboxylate